C(C)(C)(C)OC(=O)N1CC2(CC2)[C@@H]([C@@H]1CC=1C(=C(C=CC1)C1=CC(=CC(=C1)F)F)F)N (6S,7S)-7-amino-6-((2,3',5'-trifluoro-[1,1'-biphenyl]-3-yl)methyl)-5-azaspiro[2.4]heptane-5-carboxylic acid tert-butyl ester